1-iodo-4-fluoro-2-nitrobenzene IC1=C(C=C(C=C1)F)[N+](=O)[O-]